C(C)(C)(C)OC(=O)N[C@@H](C)C=1C(=NC=CN1)C=1SC(=CN1)C(=O)OC (+)-methyl 2-(3-{(1S)-1-[(tert-Butoxycarbonyl) amino] ethyl} pyrazin-2-yl)-1,3-thiazole-5-carboxylate